1,3,5-Tris(3,5-di-tert-butyl-4-hydroxybenzyl)-2,4,6-trimethylbenzol C(C)(C)(C)C=1C=C(CC2=C(C(=C(C(=C2C)CC2=CC(=C(C(=C2)C(C)(C)C)O)C(C)(C)C)C)CC2=CC(=C(C(=C2)C(C)(C)C)O)C(C)(C)C)C)C=C(C1O)C(C)(C)C